(R)-1-(3-(4-Amino-6-ethynyl-5-(quinolin-3-yl)-7H-pyrrolo[2,3-d]pyrimidin-7-yl)-pyrrolidin-1-yl)-prop-2-en-1-one NC=1C2=C(N=CN1)N(C(=C2C=2C=NC1=CC=CC=C1C2)C#C)[C@H]2CN(CC2)C(C=C)=O